ClC=1C=CC(=NC1)N1CCN(CC1)C(CCOC[C@H](C)NC1=C(C(NN=C1)=O)C(F)(F)F)=O 5-[[(2S)-1-[3-[4-(5-Chloropyridin-2-yl)piperazin-1-yl]-3-oxopropoxy]propan-2-yl]amino]-4-(trifluoromethyl)-2,3-dihydropyridazin-3-one